C1(CC1)C=1OC=C(N1)C=1C=C(C=CC1)N(C(=O)[C@@H]1CC[C@H](CC1)CC(=O)O)C[C@@H]1CC[C@H](CC1)C=1C=NC(=CC1)N(C)C 2-(trans-4-((3-(2-Cyclopropyloxazol-4-yl)phenyl)((trans-4-(6-(dimethylamino)pyridin-3-yl)cyclohexyl)methyl)-carbamoyl)cyclohexyl)acetic acid